C1\C=C/CCCC(=O)OC1=O cis-2-hexene-1,6-dicarboxylic acid anhydride